[C@@H]1([C@H](O)[C@@H](O)[C@H](O)[C@H](O1)CO)C1=CC(=C(C=C1)Cl)CC1=CC2=C(S1)C=C(C=C2)CC 1-(β-D-glucopyranosyl)-4-chloro-3-(6-ethylbenzo[b]thiophen-2-ylmethyl)benzene